FC=1C(=NC=CC1CC=1C(OC2=CC(=CC=C2C1C)OC1=NC=CC=N1)=O)NS(NC)(=O)=O 3-[[3-Fluoro-2-(methylsulfamoylamino)-4-pyridyl]methyl]-4-methyl-7-pyrimidin-2-yloxychromen-2-one